C1(=CC=CC=C1)N(C1=CC=C(C=C1)OB(O)O)C1=CC=CC=C1 (4-(diphenyl-amino)phenyl)boric acid